(4S)-4,5-diamino-5-oxo-pentanoate N[C@@H](CCC(=O)[O-])C(=O)N